rac-(3ar,5r,7s,7ar)-1,3,3,5,7-pentamethyl-5-(naphthalen-1-yl)octahydrobenzo[c]isoxazole CN1OC([C@H]2[C@H]1[C@H](C[C@](C2)(C2=CC=CC1=CC=CC=C21)C)C)(C)C |r|